C(C1=C(C2=CC=CC=C2C=C1)C(=O)[O-])C1=C(C2=CC=CC=C2C=C1)C(=O)[O-].[Na+].[Na+] disodium methylenedinaphthalate